{[3-(dodecanoyl-amino)butyl](dimethyl)-ammonio}methanesulfonate C(CCCCCCCCCCC)(=O)NC(CC[N+](C)(C)CS(=O)(=O)[O-])C